(5-cyclopropyl-7-(5-methoxypyridin-3-yl)-7H-pyrrolo[2,3-d]pyrimidin-4-yl)piperazine-1-carboxylic acid ethyl ester C(C)OC(=O)N1C(CNCC1)C=1C2=C(N=CN1)N(C=C2C2CC2)C=2C=NC=C(C2)OC